C(C1=CC=CC=C1)N1C2=NC=NC(=C2N=C1C1=C(C=C(C=C1)OCCN1CCNCC1)Cl)OC1(CCC1)C#C 9-benzyl-8-(2-chloro-4-(2-(piperazin-1-yl)ethoxy)phenyl)-6-(1-ethynylcyclobutoxy)-9H-purine